The molecule is a monocarboxylic acid amide obtained by the formal condensation of the amino group at position 4 of L-2,4-diaminobutyric acid with the carboxy group of oxalic acid. It has a role as a metabolite. It is an alpha,omega-dicarboxylic acid and a monocarboxylic acid amide. It derives from a L-2,4-diaminobutyric acid and an oxalic acid. C(CNC(=O)C(=O)O)[C@@H](C(=O)O)N